NC=1C=C(C(=NC1OC)N1CCN(CC1)C(C(F)(F)F)=O)C=1C=NN(C1)C (4-(5-amino-6-methoxy-3-(1-methyl-1H-pyrazol-4-yl)pyridin-2-yl)piperazin-1-yl)-2,2,2-trifluoroethane-1-one